N-(2-(trifluoromethyl)morpholine-4-carbonothioyl)benzamide FC(C1CN(CCO1)C(=S)NC(C1=CC=CC=C1)=O)(F)F